C(C)(C)(C)OC(=O)N1C[C@H](CC1)C(C(=O)OC(C)(C)C)(O)CC1=CC(=CC=C1)Br (3S)-3-[1-[(3-bromophenyl)methyl]-2-tert-butoxy-1-hydroxy-2-oxoethyl]pyrrolidine-1-carboxylic acid tert-butyl ester